2-(4-(2-(4-((1r,3r)-3-((tert-butoxycarbonyl)amino)cyclobutoxy)phenyl)propan-2-yl)phenoxy)oxazole-4-Carboxylic acid C(C)(C)(C)OC(=O)NC1CC(C1)OC1=CC=C(C=C1)C(C)(C)C1=CC=C(OC=2OC=C(N2)C(=O)O)C=C1